C(=O)(O)CSC[C@H](N)C(=O)O.N[C@@H](CCCCN)C(=O)O L-lysine-S-carboxymethyl-L-cysteine salt